4-[3-[2,6-Dichloro-4-(4-methylpiperazin-1-yl)benzoyl]-2,4-dihydro-1,3-benzothiazin-8-yl]-5-fluoro-2-morpholin-4-ylbenzoic acid ClC1=C(C(=O)N2CSC3=C(C2)C=CC=C3C3=CC(=C(C(=O)O)C=C3F)N3CCOCC3)C(=CC(=C1)N1CCN(CC1)C)Cl